3-bromo-4H-quinolizin-4-one BrC1=CC=C2C=CC=CN2C1=O